(±)-(9S)-1,9-difluoro-6,7,8,9-tetrahydro-5H-5,8-epiminocyclohepta[c]pyridine FC1=NC=CC2=C1[C@@H](C1CCC2N1)F